Cl.OC1=C(C=C2C(=NC=NC2=C1)N1CCN(CCC1)S(=O)(=O)N)OC 4-(7-hydroxy-6-methoxyquinazolin-4-yl)-1,4-diazacycloheptane-1-sulfonylamine hydrochloride